sodium dihydrogen phosphate, ammonium salt [NH4+].P(=O)(O)(O)[O-].[Na]